1-(5-chloro-1H-indol-3-yl)-3-(6-(4,4-difluorocyclohexyl)-5-fluoropyridin-3-yl)urea ClC=1C=C2C(=CNC2=CC1)NC(=O)NC=1C=NC(=C(C1)F)C1CCC(CC1)(F)F